sodium octaphenyltetrasilanol salt C1(=CC=CC=C1)[SiH]([Si]([Si]([Si](O)(C1=CC=CC=C1)C1=CC=CC=C1)(C1=CC=CC=C1)C1=CC=CC=C1)(C1=CC=CC=C1)C1=CC=CC=C1)C1=CC=CC=C1.[Na]